C(C)(C)(C)OC(=O)N[C@H](C(=O)OC)CC1=C(C=CC=C1O)F methyl (2S)-2-[(tert-butoxycarbonyl)amino]-3-(2-fluoro-6-hydroxyphenyl)propanoate